5-((3-bromo-1-((2-(trimethylsilyl)ethoxy)methyl)-1H-1,2,4-triazol-5-yl)amino)-2-(4-chloro-3-fluorobenzyl)pentanoic acid BrC1=NN(C(=N1)NCCCC(C(=O)O)CC1=CC(=C(C=C1)Cl)F)COCC[Si](C)(C)C